C1(CCCC1)O[C@@H](CC1=NN2C(C(=CC=C2C(=O)O)OC)=C1)[C@H](O)C1=CC(=C(C(=C1)OC)C)OC 2-((2S,3R)-2-(cyclopentyloxy)-3-(3,5-dimethoxy-4-methylphenyl)-3-hydroxypropyl)-4-methoxypyrazolo[1,5-a]pyridine-7-carboxylic acid